C(C)(CC)NC(C)CC disecondary butylamine